C1(=CC=CC=C1)CCC[Te]=O (phenyl-n-propyl)tellurium oxide